[C@H]1([C@H](O)[C@@H](O)[C@H](O)[C@H](O1)CO)O[C@H]([C@@H]1C(=C(C(=O)O1)O)O)CO 5-O-α-D-glucopyranosyl-L-ascorbic acid